5-[5-(trifluoromethyl)-1,2,4-oxadiazole-3-yl]thiophene-2-carbaldehyde FC(C1=NC(=NO1)C1=CC=C(S1)C=O)(F)F